(S)-7-ethyl-7-hydroxy-14-(3-chloropropyl)-10,13-dihydro-11H-[1,3]dioxolo[4,5-g]pyrano[3',4':6,7]indolizino[1,2-b]quinoline-8,11(7H)-dione C(C)[C@]1(C(OCC=2C(N3CC=4C(=NC=5C=C6C(=CC5C4CCCCl)OCO6)C3=CC21)=O)=O)O